NC1=NC(=CC(=N1)N1[C@@H](COCCC1)C=1C=C(C=CC1Cl)[SH2](C)=N)C |r| (+-)-(3-(4-(2-amino-6-methylpyrimidin-4-yl)-1,4-oxazepan-3-yl)-4-chlorophenyl)(imino)(methyl)-lambda6-sulfane